1-carboxymethyl-3-methylimidazolium bis(trifluoromethanesulfonyl)imide salt [N-](S(=O)(=O)C(F)(F)F)S(=O)(=O)C(F)(F)F.C(=O)(O)CN1C=[N+](C=C1)C